CC1=C(C(=NC=C1)C=C)C1=CC=C(C=C1)NC(OC(C)(C)C)=O tert-butyl (4-(4-methyl-2-vinylpyridin-3-yl)phenyl)carbamate